C(CC)N1N=CC(=C1)C(CC(=O)O)N1N=CC2=CC(=CC=C12)OCCC1=NC=2NCCCC2C=C1 3-(1-propylpyrazol-4-yl)-3-(5-(2-(5,6,7,8-tetrahydro-1,8-naphthyridin-2-yl)ethoxy)-1H-indazol-1-yl)propionic acid